isopropyl propionate n-butyl-propionate C(CCC)OC(CC)=O.C(CC)(=O)OC(C)C